6-((3-nitropyridin-2-yl)amino)nicotinonitrile [N+](=O)([O-])C=1C(=NC=CC1)NC1=NC=C(C#N)C=C1